(3R,4R)-1-cyclohexyl-4-{[5-(2,4-difluoro-phenyl)-[1,2,4]oxadiazole-3-carbonyl]-amino}-piperidine-3-carboxylic acid (2-methoxy-1,1-dimethyl-ethyl)-amide COCC(C)(C)NC(=O)[C@@H]1CN(CC[C@H]1NC(=O)C1=NOC(=N1)C1=C(C=C(C=C1)F)F)C1CCCCC1